1-trideuteriomethyl-7-(methylsulfonyl)-4,5-dihydro-1H-benzo[b]azepin-2(3H)-one [2H]C(N1C2=C(CCCC1=O)C=C(C=C2)S(=O)(=O)C)([2H])[2H]